4-[(3-chloro-4-fluorophenyl)amino]-6-{1-[(methoxymethyl)carbonyl]-piperidin-4-yloxy}-7-methoxy-quinazoline ClC=1C=C(C=CC1F)NC1=NC=NC2=CC(=C(C=C12)OC1CCN(CC1)C(=O)COC)OC